CNC(=O)C1=NC=CC=2C3=CC=CC=C3NC12 β-Carbolinecarboxylic acid N-methylamide